BrC=1C=NN2C1OCC2COC 7-bromo-3-(methoxymethyl)-2,3-dihydropyrazolo[5,1-b]oxazole